Tert-butyl 4-[4-(4-aminophenoxy)-1,7-naphthyridin-6-yl]piperazine-1-carboxylate NC1=CC=C(OC2=CC=NC3=CN=C(C=C23)N2CCN(CC2)C(=O)OC(C)(C)C)C=C1